D-galactopyranosyl-(1-2)-α-D-xylo-pyranose C1([C@H](O)[C@@H](O)[C@@H](O)[C@H](O1)CO)O[C@H]1[C@@H](O)OC[C@H]([C@@H]1O)O